2,3,5,7-tetramethyl-6-[(3R)-pyrrolidin-3-yl]oxy-imidazo[1,2-a]pyrimidine CC=1N=C2N(C(=C(C(=N2)C)O[C@H]2CNCC2)C)C1C